C1(CC1)C(=O)N1CCN(CCC1C#C[Si](C)(C)C)C1=CC=CC=C1 1-cyclopropyl(4-phenyl-7-((trimethylsilyl)ethynyl)-1,4-diazepan-1-yl)methanone